(R)-2-(5-chloro-2-methoxypyridin-4-yl)-1-((3S,5S)-5,7'-dimethyl-6'-(pyrimidin-2-yl)-3',4'-dihydro-1'H-spiro[pyrrolidine-3,2'-[1,8]naphthyridine]-1-yl)propan-1-one ClC=1C(=CC(=NC1)OC)[C@H](C(=O)N1C[C@@]2(NC3=NC(=C(C=C3CC2)C2=NC=CC=N2)C)C[C@@H]1C)C